C1(=CC=CC=C1)S(=O)(=O)N1C(=C2CCC3=C(C2=C1)N=C(S3)N)C3=CC(=C(C(=C3)OC)OC)OC 7-(Phenylsulfonyl)-6-(3,4,5-trimethoxyphenyl)-5,7-dihydro-4H-[1,3]thiazolo[4,5-e]isoindol-2-amine